COC(=O)C1=CC(=CC=2NC(=NC21)C)B2OC(C(O2)(C)C)(C)C 2-methyl-6-(4,4,5,5-tetramethyl-[1,3,2]dioxaborolan-2-yl)-1H-benzoimidazole-4-carboxylic acid methyl ester